isopropyl-n-butyl-magnesium C(C)(C)[Mg]CCCC